2,6-bis(2,6-dimethoxyphenyl)bromobenzene tert-butyl-6-(4-fluorophenyl-2,3,5,6-d4)-3-methyl-3,4-dihydropyridine-1(2H)-carboxylate C(C)(C)(C)OC(=O)N1CC(CC=C1C1=C(C(=C(C(=C1[2H])[2H])F)[2H])[2H])C.COC1=C(C(=CC=C1)OC)C1=C(C(=CC=C1)C1=C(C=CC=C1OC)OC)Br